C(C)OC(=O)C=1C(C=C2N(C(CC3=CC(=C(C=C23)OC)C2=CN=C(S2)N2CC(C2)(F)F)C(C)(C)C)C1)=O 6-tert-butyl-9-[2-(3,3-difluoroazetidin-1-yl)thiazol-5-yl]-10-methoxy-2-oxo-6,7-dihydro-2H-pyrido[2,1-a]Isoquinoline-3-carboxylic acid ethyl ester